N-allylcarbonyloxysuccinimide C(C=C)C(=O)ON1C(CCC1=O)=O